C(C)(C)(C)[Si](C)(C)OC=1C(=C2CC[C@](OC2=C(C1C)C)(C)CC\C=C(\CCC=C(C)C)/C)C (S,E)-tert-butyl-((2-(4,8-dimethylnona-3,7-dien-1-yl)-2,5,7,8-tetramethyl-chroman-6-yl)oxy)dimethylsilane